FC([C@H]1N(C(OC1)=C=O)C=1N=C2N(CCOC3=C2C=CC(=C3)N[C@H](C(=O)NO)C)C1)F (S)-2-((2-((S)-4-(difluoromethyl)-2-carbonyloxazolidin-3-yl)-5,6-dihydrobenzo[f]imidazo[1,2-d][1,4]oxazepin-9-yl)amino)-N-hydroxypropanamide